N-(4-bromo-3-{[(dimethylamino)methylene]sulfamoyl}phenyl)-2-(2-fluorophenyl)acetamide BrC1=C(C=C(C=C1)NC(CC1=C(C=CC=C1)F)=O)S(N=CN(C)C)(=O)=O